NC1=CC=C(C2=CC=CC=C12)OC1=CC2=CC=CC=C2C=C1OC1=CC=C(C2=CC=CC=C12)N 2,3-di(4-aminonaphthoxy)naphthalene